C(C)(=O)N1CCC(CC1)NC1=NC=C(C=N1)Cl 2-((1-acetylpiperidin-4-yl)amino)-5-chloropyrimidin